C(C)(=O)NC=1C=C(C=CC1C(NC=1SC(=C(N1)C)[N+](=O)[O-])=O)NCCC(=O)O 3-((3-acetamido-4-((4-methyl-5-nitrothiazol-2-yl)carbamoyl)phenyl)amino)propanoic acid